((2R,3S)-1-methyl-3-(2,4,6-trimethoxyphenyl)pyrrolidin-2-yl)methanol CN1[C@H]([C@@H](CC1)C1=C(C=C(C=C1OC)OC)OC)CO